C(C)(C)(C)OC(CCNCC=1C=C2C(=CN(C2=CC1)C1=NOC(=N1)C1=NN(C=2CC(CCC12)(C)C)CC)Cl)=O 3-(((3-chloro-1-(5-(1-ethyl-6,6-dimethyl-4,5,6,7-tetrahydro-1H-indazol-3-yl)-1,2,4-oxadiazol-3-yl)-1H-indol-5-yl)methyl)amino)propionic acid tert.Butyl ester